(1-(2-bromo-5-fluorophenyl)cyclopropoxy)(tert-butyl)dimethylsilane BrC1=C(C=C(C=C1)F)C1(CC1)O[Si](C)(C)C(C)(C)C